C1(CC1)N1C(C(=CC=C1)NC(=O)C1=CC2=CN(N=C2C=C1OC)C1CCC(CC1)CCN1C[C@@H](N(CC1)C1=CC=C(C=C1)C1C(NC(CC1)=O)=O)C)=O N-(1-cyclopropyl-2-oxo-1,2-dihydropyridin-3-yl)-2-((1S,4r)-4-(2-((3S)-4-(4-(2,6-dioxopiperidin-3-yl)phenyl)-3-methylpiperazin-1-yl)ethyl)cyclohexyl)-6-methoxy-2H-indazole-5-carboxamide